C(CCC)C(CCCCCCF)C(=O)OCCCCCCCCN(CCCCCCC(C(=O)OCCCCCCCCC)C)CCCCO nonyl 8-{[8-(1-butyl-7-fluoroheptylcarbonyloxy)octyl] (4-hydroxybutyl)amino}-2-methyloctanoate